ClC1=C(C=CC=C1C1=NC=CC(=C1Cl)C1=NC(=C(C=C1)CNC[C@@H]1NC(CC1)=O)OC)NC(C1=NC=C(C(=C1)OC)CNCCOC)=O (R)-N-(2-chloro-3-(3'-chloro-6-methoxy-5-((((5-oxopyrrolidin-2-yl)methyl)amino)methyl)-[2,4'-bipyridin]-2'-yl)phenyl)-4-methoxy-5-(((2-methoxyethyl)amino)methyl)picolinamide